BrC=1C=CC(=C(C1)N(S(=O)(=O)C1CC1)C)[N+](=O)[O-] N-(5-bromo-2-nitrophenyl)-N-methylcyclopropanesulfonamide